FC1=C(COC2=NC(N3C(N4C(COCC4)C3)=C2)=O)C=CC=C1F 7-((2,3-difluorobenzyl)oxy)-3,4,11,11a-tetrahydropyrimido[6',1':2,3]imidazo[5,1-c][1,4]oxazin-9(1H)-one